(3S,6S,9S,12S,15S)-6-(aminomethyl)-15,16-dibutyl-9-cyclohexyl-3-((S)-1-hydroxyethyl)-12-isobutyl-13-methyl-1,4,7,10,13,16-hexaazacyclooctadecane-2,5,8,11,14-pentaone NC[C@H]1C(N[C@H](C(NCCN([C@H](C(N([C@H](C(N[C@H](C(N1)=O)C1CCCCC1)=O)CC(C)C)C)=O)CCCC)CCCC)=O)[C@H](C)O)=O